(2S,3R,4R,5S)-2-(hydroxymethyl)-1-(((R)-1-(2-(trifluoromethyl)pyridin-3-yl)pyrrolidin-3-yl)methyl)piperidine-3,4,5-triol OC[C@@H]1N(C[C@@H]([C@H]([C@@H]1O)O)O)C[C@@H]1CN(CC1)C=1C(=NC=CC1)C(F)(F)F